6-(2-amino-6-fluoro-5-(4-((3S,5S)-3,4,5-trimethylpiperazin-1-yl)phenyl)pyridin-3-yl)-3,4-dihydroisoquinolin-1(2H)-one NC1=NC(=C(C=C1C=1C=C2CCNC(C2=CC1)=O)C1=CC=C(C=C1)N1C[C@@H](N([C@H](C1)C)C)C)F